2-(5-(4-chlorophenyl)thiophen-2-yl)-2-methyl-1-(4-methylpiperazin-1-yl)propan-1-one ClC1=CC=C(C=C1)C1=CC=C(S1)C(C(=O)N1CCN(CC1)C)(C)C